N-(3-(2,2-difluoropropyl)-1,2,4-thiadiazol-5-yl)-5-(3-(trifluoromethyl)phenyl)thiophene-3-carboxamide FC(CC1=NSC(=N1)NC(=O)C1=CSC(=C1)C1=CC(=CC=C1)C(F)(F)F)(C)F